FC1=CC=C2C(=CNC2=C1)CC#N 2-(6-fluoro-1H-indol-3-yl)acetonitrile